C(C)N(C1=NC(=CC(=N1)N1CCN(CC1)CC([C@H]1[C@@H](C[C@H]2[C@@H]3CCC4=CC(C=C[C@]4(C)[C@H]3[C@@H](C[C@]12C)O)=O)C)=O)N(CC)CC)CC 21-[4-[2,6-bis(diethylamino)-4-pyrimidinyl]-1-piperazinyl]-11alpha-hydroxy-16alpha-methyl-pregna-1,4-dien-3,20-dione